4-AMINO-3-CYCLOPROPOXYPICOLINALDEHYDE NC1=C(C(=NC=C1)C=O)OC1CC1